tert-butyl (4S)-5-amino-4-(5-(((1R,2S)-2-((tert-butoxycarbonyl)amino)-5-(hydroxymethyl)cyclohexyl)methyl)-1-oxoisoindolin-2-yl)-5-oxopentanoate NC([C@H](CCC(=O)OC(C)(C)C)N1C(C2=CC=C(C=C2C1)C[C@@H]1[C@H](CCC(C1)CO)NC(=O)OC(C)(C)C)=O)=O